guanidino-1-propanamine N(C(=N)N)C(CC)N